ClC=1C=C(/C=C/C=2OC(=CC(C2O)=O)CO)C=CC1 (E)-2-(3-chlorostyryl)-3-hydroxy-6-(hydroxymethyl)-4H-pyran-4-one